ClC1=CC=C(C=C1)NC(CNC1=CC(=NC=2N(C(N(C(C21)=O)C)=O)C)N2CCCC2)=O N-(4-chlorophenyl)-2-{[1,3-dimethyl-2,4-dioxo-7-(pyrrolidin-1-yl)-1,2,3,4-tetrahydropyrido[2,3-d]pyrimidin-5-yl]amino}acetamide